C(C1=CC=CC=C1)(C1=CC=CC=C1)(C1=CC=CC=C1)N1C(CC1)C=O (1-tritylazetidin-2-yl)methanone